Cl.NC(CC1=CC(=CC(=C1)F)F)C1=C(C=C2C(=N1)NN=C2)C=2C=CC(=C1C(=NN(C21)C)NS(=O)(=O)C)Cl N-(7-(6-(1-amino-2-(3,5-difluorophenyl)ethyl)-1H-pyrazolo[3,4-b]pyridin-5-yl)-4-chloro-1-methyl-1H-indazol-3-yl)methanesulfonamide hydrochloride